C(C)N1N=C2N=C(C=NC2=C1)N[C@@H](C)C=1C=C(C=CC1)NC(CC1=CC(=C(C=C1)OC)F)=O (S)-N-(3-(1-((2-ethyl-2H-pyrazolo[3,4-b]pyrazin-6-yl)amino)ethyl)phenyl)-2-(3-fluoro-4-methoxyphenyl)acetamide